(R)-(1-(4-bromophenyl)-4-(methylamino)-4-oxobutan-2-yl)carbamic acid tert-butyl ester C(C)(C)(C)OC(N[C@H](CC1=CC=C(C=C1)Br)CC(=O)NC)=O